C1NCCC2=CC=NC=C12 1,2,3,4-tetrahydro-2,7-naphthyridin